(3R,4R)-3-(4-(tert-Butoxycarbonyl)phenyl)azepane-1,4-dicarboxylic acid 1-(tert-butyl) 4-ethyl ester C(C)OC(=O)[C@H]1[C@@H](CN(CCC1)C(=O)OC(C)(C)C)C1=CC=C(C=C1)C(=O)OC(C)(C)C